The molecule is a hydroxybenzoic acid that is salicylic acid in which the hydrogen at position 4 is substituted by a formyl group. It is a member of phenols, an aldehyde and a monohydroxybenzoic acid. It derives from a salicylic acid. C1=CC(=C(C=C1C=O)O)C(=O)O